C[N+](CC1=CC=CC=C1)(C)C N,N,N-trimethyl-N-benzylammonium